C(=O)C1CCN(CC1)C(CNC(OCC1=CC=C(C=C1)[N+](=O)[O-])=O)=O 4-nitrobenzyl (2-(4-formylpiperidin-1-yl)-2-oxoethyl)carbamate